tert.-butyl-aminoethyl methacrylate C(C(=C)C)(=O)OCC(N)C(C)(C)C